[NH3+][C@@H](CC(C)C)C(=O)O leucinium